O=C1C(=CN(C2=NC(=CC=C12)N1CC2(C1)NC(OC2)=O)C=2SC=CN2)C(=O)O 4-oxo-7-{6-oxo-7-oxa-2,5-diazaspiro[3.4]oct-2-yl}-1-(1,3-thiazol-2-yl)-1,4-dihydro-1,8-naphthyridine-3-carboxylic acid